N-methyl-N-isopropyl-piperidinium C[N+]1(CCCCC1)C(C)C